CN(C=1C=CC2=CC3=CC=C(C=C3[N+](=C2C1)CCCC(=O)O)N(C)C)C 4-[3,6-bis(dimethylamino)acridin-10-ium-10-yl]butanoic acid